8-oxo-5,6,7,8-tetrahydroimidazo[1,5-a]pyrazine-3-carboxamide O=C1C=2N(CCN1)C(=NC2)C(=O)N